2,4-Dichloro-7,7-dimethyl-5,6-dihydrocyclopenta[d]pyrimidine ClC=1N=C(C2=C(N1)C(CC2)(C)C)Cl